2-(2-(Difluoromethoxy)phenyl)acetonitrile FC(OC1=C(C=CC=C1)CC#N)F